5-cyclopropyl-3-((7-methoxy-1-methyl-6-(pyrazolo[1,5-a]pyrazin-3-yloxy)-1H-imidazo[4,5-b]pyridin-2-yl)amino)-1-(2-methoxy-2-methylpropyl)pyridin-2(1H)-one C1(CC1)C=1C=C(C(N(C1)CC(C)(C)OC)=O)NC=1N(C=2C(=NC=C(C2OC)OC=2C=NN3C2C=NC=C3)N1)C